O1C=CC2=C1C=CC=C2N2C(N(C(NC2=O)=O)C2=CC(=C(C=C2)OC2=CC=CC=C2)C)=O 1-(1-benzofuran-4-yl)-3-(3-methyl-4-phenoxyphenyl)-1,3,5-triazine-2,4,6-trione